OCC1OC(CC(C1O)O)OC (hydroxymethyl)-6-methoxytetrahydro-2H-pyran-3,4-diol